C(C)(=O)OC=1C=CC=C(C1)C1=C2NC(=C1)C=C1C=CC(=N1)C(=C1C=CC(N1)=C(C=1C=CC(N1)=C2OC(C)=O)OC(C)=O)OC(C)=O 5,10,15,20-tetraacetoxyphenyl-porphyrin